C[C@H](C(CP(OC)(OC)=O)=O)CCCC1=CC=CC=C1 (S)-(+)-dimethyl (3-methyl-2-oxo-6-phenylhexyl)phosphonate